FC1=CC=C(C=C1)[C@@](C)(N1C(N=CC=C1)N1CCN(CC1)C1=NC=NN2C1=CC(=C2)C=2C=NN(C2)C([2H])([2H])[2H])N (R)-1-(4-fluorophenyl)-1-(2-(4-(6-(1-(methyl-d3)-1H-pyrazol-4-yl)pyrrolo[2,1-f][1,2,4]triazin-4-yl)piperazin-1-yl)pyrimidin-3-yl)ethylamine